(S)-4-(6-(2-methylpyrrolidin-1-yl)-4-(trifluoromethyl)pyridinecarboxamido)2-methylbenzoic acid C[C@@H]1N(CCC1)C1=CC(=CC(=N1)C(=O)NC1=CC(=C(C(=O)O)C=C1)C)C(F)(F)F